5-bromo-6-methylbenzo[d]thiazole BrC=1C(=CC2=C(N=CS2)C1)C